Cl/C(=C(\C#N)/[N+]#[C-])/C(F)(F)F (E)-3-CHLORO-4,4,4-TRIFLUORO-2-ISOCYANOBUT-2-ENENITRILE